4-oxo-1-{[(1R)-1-phenylethyl]carbamoyl}azetidine-2-carboxylate O=C1CC(N1C(N[C@H](C)C1=CC=CC=C1)=O)C(=O)[O-]